6-(5-fluoro-6-hydroxypyridin-3-yl)-5-thioxo-5,6-dihydrothiazolo[4,5-d]pyrimidin-7(4H)-one FC=1C=C(C=NC1O)N1C(NC2=C(C1=O)SC=N2)=S